(S)-2-(2,6-dichloro-3-(3-phenylpropanamido)benzamido)-3-(3-((R)-2,3-dihydro-1H-inden-1-yl)ureido)propanoic acid ClC1=C(C(=O)N[C@H](C(=O)O)CNC(=O)N[C@@H]2CCC3=CC=CC=C23)C(=CC=C1NC(CCC1=CC=CC=C1)=O)Cl